N-((1-carbamimidoyl-piperidin-4-yl)methyl)-4-((3-(4-(difluoromethoxy)phenyl)imidazo[1,2-a]pyrazin-8-yl)amino)-2-methylbenzamide C(N)(=N)N1CCC(CC1)CNC(C1=C(C=C(C=C1)NC=1C=2N(C=CN1)C(=CN2)C2=CC=C(C=C2)OC(F)F)C)=O